6-(benzyloxy)-2-(2-(difluoromethoxy)-7-methylquinoxalin-5-yl)benzo[d]thiazole C(C1=CC=CC=C1)OC1=CC2=C(N=C(S2)C2=C3N=CC(=NC3=CC(=C2)C)OC(F)F)C=C1